FC(CO)COC1=C(C=NN1C1OCCCC1)[N+](=O)[O-] 2-fluoro-3-((4-nitro-1-(tetrahydro-2H-pyran-2-yl)-1H-pyrazol-5-yl)oxy)propan-1-ol